2-(3-fluoropropyl)-1,3-dioxolane FCCCC1OCCO1